C(C1=CC=CC=C1)OC1=NC(=C(C#N)C(=C1F)C(F)(F)F)Cl 6-(benzyloxy)-2-chloro-5-fluoro-4-(trifluoromethyl)nicotinonitrile